6-(4-(5-(4-chloro-3-fluorophenyl)-7,7-dimethyl-6,7-dihydro-5H-pyrrolo[2,3-b]pyrazine-2-carbonyl)-3,3-dimethylpiperazin-1-yl)-2,4-dimethylnicotinic acid ClC1=C(C=C(C=C1)N1CC(C=2C1=NC=C(N2)C(=O)N2C(CN(CC2)C2=NC(=C(C(=O)O)C(=C2)C)C)(C)C)(C)C)F